2-chloro-N-[2-(2-cyanophenyl)ethyl]-5-(3-cyclopropyl-phenoxy)pyridine-4-carboxamide ClC1=NC=C(C(=C1)C(=O)NCCC1=C(C=CC=C1)C#N)OC1=CC(=CC=C1)C1CC1